C(C)(C)(C)N1N=NC(=C1)C(=O)NCC1(CN(CC1)C=1C=2N(C=C(N1)C=1C=NN(C1)C)N=CC2)C 1-(tert-butyl)-N-((3-methyl-1-(6-(1-methyl-1H-pyrazol-4-yl)pyrazolo[1,5-a]pyrazin-4-yl)pyrrolidin-3-yl)methyl)-1H-1,2,3-triazole-4-carboxamide